(R)-3-cyclopropyl-N-((R)-2-(difluoromethoxy)-1-(3-(trifluoromethoxy)phenyl)ethyl)-3-hydroxybutanamide tert-Butyl-4-(1-hydroxy-2-((4-methoxybenzyl)amino)ethyl)piperidine-1-carboxylate C(C)(C)(C)OC(=O)N1CCC(CC1)C(CNCC1=CC=C(C=C1)OC)O.C1(CC1)[C@](CC(=O)N[C@@H](COC(F)F)C1=CC(=CC=C1)OC(F)(F)F)(C)O